BrC=1C=C(C=CC1F)C(CCC(=O)O)=O 4-(3-bromo-4-fluorophenyl)-4-oxobutanoic Acid